C(C=C)(=O)O.C(C=C)(=O)O.C(C=C)(=O)O.C(C=C)(=O)O.CC(CC)(C)C.CC(CC)(C)C di(trimethylpropane) tetraacrylate